ClC1=NC=C(C(=N1)NC=1C=C2C=C(C(N(C2=CC1)C(C)C)=O)OCC(=O)NC)Cl 2-[[6-[(2,5-dichloropyrimidin-4-yl)amino]-1-isopropyl-2-oxo-3-quinolinyl]oxy]-N-methyl-acetamide